1-[3-(dimethylethoxysilyl)phenyl]-1-(4'-dimethylsilylphenyl)ethylene C[Si](C=1C=C(C=CC1)C(=C)C1=CC=C(C=C1)[SiH](C)C)(OCC)C